[Br-].OC(C[NH2+]CC(COC(CCCCCCC\C=C/CCCCCCCC)=O)OC(CCCCCCC\C=C/CCCCCCCC)=O)O di-hydroxyethyl-2,3-dioleoyloxypropyl-ammonium bromide